N-[1-[4-cyano-2-(2-pyridinyl)pyrazol-3-yl]ethyl]-N-(cyclopropylmethyl)-3,5-bis(trifluoromethyl)benzamide C(#N)C1=C(N(N=C1)C1=NC=CC=C1)C(C)N(C(C1=CC(=CC(=C1)C(F)(F)F)C(F)(F)F)=O)CC1CC1